2-Amino-9-[(2R,3R,4S,5R)-5-[(1R)-1,2-dihydroxyethyl]-3,4-dihydroxy-tetrahydro-furan-2-yl]-1H-purin-6-one NC=1NC(C=2N=CN(C2N1)[C@@H]1O[C@@H]([C@H]([C@H]1O)O)[C@@H](CO)O)=O